NC1=C2C(=C3C(=N1)C=C(N3)C(=O)N([C@H](C)C3=NC=C(C=C3)C(F)(F)F)CC)COC2 (R)-5-amino-N-ethyl-N-(1-(5-(trifluoromethyl)pyridin-2-yl)ethyl)-6,8-dihydro-1H-furo[3,4-d]pyrrolo[3,2-b]pyridine-2-carboxamide